C(C)C1=NC2=C(C=C(C=C2CC1=O)CN1CCN(CC1)C=1C=CC(=NC1)C(=O)NC)C 5-(4-((2-ethyl-8-methyl-3-oxo-3,4-dihydroquinolin-6-yl)methyl)piperazin-1-yl)-N-methylpyridineamide